tri(2-pentyl) citrate C(CC(O)(C(=O)OC(C)CCC)CC(=O)OC(C)CCC)(=O)OC(C)CCC